eicoseneic acid C(C=CCCCCCCCCCCCCCCCCC)(=O)O